2-{2,5-dioxo-3-[5-(trifluoromethyl)-3-pyridinyl]-1-imidazolidinyl}-5-(1H-pyrrolo[2,3-b]pyridin-4-yloxy)benzonitrile O=C1N(C(CN1C=1C=NC=C(C1)C(F)(F)F)=O)C1=C(C#N)C=C(C=C1)OC1=C2C(=NC=C1)NC=C2